(2-fluoro-4-hydroxyphenyl)acetic acid methyl ester COC(CC1=C(C=C(C=C1)O)F)=O